((5-chloro-8-hydroxyquinolin-7-yl)(pyridin-3-yl)methyl)pentanamide ClC1=C2C=CC=NC2=C(C(=C1)C(C=1C=NC=CC1)C(C(=O)N)CCC)O